C(#N)C1=CC=C2C(=C(NC2=C1)C(=O)NC1CCC(CC1)NC(OC(C)(C)C)=O)[N+](=O)[O-] tert-butyl ((1r,4r)-4-(6-cyano-3-nitro-1H-indole-2-carboxamido)cyclohexyl)carbamate